[Cl-].C(CCCCCCCCCCCCCCC)[N+](C1=CC=CC=C1)(C)C cetyldimethylphenylammonium chloride